C(C1=CC=CC=C1)N1CCC2(C(NC(O2)=O)CC(F)(F)F)CC1 8-benzyl-4-(2,2,2-trifluoroethyl)-1-oxa-3,8-diazaspiro[4.5]decan-2-one